(R)-6-chloro-3-((1-(3-cyano-2-(1,3-dihydro-2H-pyrrolo[3,4-c]pyridin-2-yl)-7-methyl-4-oxo-4H-pyrido[1,2-a]pyrimidin-9-yl)ethyl)amino)picolinic acid ClC1=CC=C(C(=N1)C(=O)O)N[C@H](C)C1=CC(=CN2C1=NC(=C(C2=O)C#N)N2CC=1C=NC=CC1C2)C